[Br-].[Br-].C1(=CC=CC=C1)[P+](C1=CC=CC=C1)(C1=CC=CC=C1)CC1=C(C=CC=C1)C[P+](C1=CC=CC=C1)(C1=CC=CC=C1)C1=CC=CC=C1 Bis(triphenylphosphoniomethyl)benzene dibromide